C(C)(=O)NC1=CC(=C(OC=2C=C(C=C(C2)C)C=2C3=C(C(N(C2)C)=O)NC(=C3)C(=O)NCC)C(=C1)C)C 4-(3-(4-acetamido-2,6-dimethylphenoxy)-5-methylphenyl)-N-ethyl-6-methyl-7-oxo-6,7-dihydro-1H-pyrrolo[2,3-c]pyridine-2-carboxamide